cerium(4+) bis(nitric acid) [N+](=O)(O)[O-].[N+](=O)(O)[O-].[Ce+4]